FC1=CC=C(C=C1)C(N1C[C@@H](N(CC1)C1=C(C(N(C2=CC=C(C=C12)Br)C)=O)C(=O)OC)CO)C1=CC=C(C=C1)F Methyl (R)-4-(4-(bis(4-fluorophenyl)methyl)-2-(hydroxymethyl)piperazin-1-yl)-6-bromo-1-methyl-2-oxo-1,2-dihydroquinoline-3-carboxylate